N-{[5-chloro-6-(5-methoxy-2-pyrazinyl)-2-indolyl]methyl}(R)-3-fluorolactamide ClC=1C=C2C=C(NC2=CC1C1=NC=C(N=C1)OC)CNC([C@@H](O)CF)=O